C1=CC=C(C=C1)[C@H](CN)O (R)-(-)-2-Amino-1-phenylethanol